7-morpholino-5-(3-(m-tolyl)-1H-pyrazol-1-yl)thiazolo[5,4-d]pyrimidin O1CCN(CC1)C=1C2=C(N=C(N1)N1N=C(C=C1)C=1C=C(C=CC1)C)SC=N2